ClC=1C=C2CCO[C@H](C2=CC1)C1OC(C(C1O)O)N1C=C(C2=C1N=CN=C2C)F 2-((R)-6-chloroisochroman-1-yl)-5-(5-fluoro-4-methyl-7H-pyrrolo[2,3-d]pyrimidin-7-yl)tetrahydrofuran-3,4-diol